C1(CC1)C1=NC=NC(=C1C1=NC=C(C(=N1)NCC1=CC=C(C=C1)N1N=C(C=C1C)C(F)(F)F)/C=C/C(=O)OC)OC methyl (E)-3-(4'-cyclopropyl-6'-methoxy-4-((4-(5-methyl-3-(trifluoromethyl)-1H-pyrazol-1-yl)benzyl)amino)-[2,5'-bipyrimidin]-5-yl)acrylate